ClC=1C(=CC2=C(N=C(O2)NC2=CC(=NC=C2)C(=O)NO)C1)Cl 4-((5,6-dichlorobenzo[d]oxazol-2-yl)amino)-N-hydroxypicolinamide